COC(C1=C(C=CC(=C1)N1CCC2(CC(C2)C(OC)OC)CC1)Br)=O.CC1=NN(C=C1NC(=O)C=1N=C(SC1)C=1C=NNC1)C methyl-1-methyl-4-({[2-(1H-pyrazol-4-yl)-1,3-thiazol-4-yl]carbonyl}amino)-1H-pyrazole Methyl-2-bromo-5-(2-(dimethoxymethyl)-7-azaspiro[3.5]nonan-7-yl)benzoate